methyl 5-(1-tert-butoxycarbonyl-2-methyl-4-piperidyl)-3-methyLisoxazole-4-carboxylate C(C)(C)(C)OC(=O)N1C(CC(CC1)C1=C(C(=NO1)C)C(=O)OC)C